C[C@@H]1CN(CCN1C)C1=C(C=C(C(=C1)OC)NC1=NC=NC(=C1)N1OCC[C@@H]1C1=C(C(=CC=C1)C(F)(F)F)F)NC(C=C)=O N-(2-((R)-3,4-dimethylpiperazin-1-yl)-5-((6-((R)-3-(2-fluoro-3-(trifluoromethyl)phenyl)isoxazolidin-2-yl)pyrimidin-4-yl)amino)-4-methoxyphenyl)acrylamide